C(C)C1=C(C(=CC(=C1)CCCCCCC)CCCC)O 2-ethyl-4-heptyl-6-butylphenol